5-(2,3-dimethyl-3H-imidazo[4,5-b]pyridin-5-yl)-N-(2-methyl-2-azaspiro[3.3]heptan-6-yl)pyrrolo[2,1-f][1,2,4]triazin-2-amine CC1=NC=2C(=NC(=CC2)C=2C=CN3N=C(N=CC32)NC3CC2(CN(C2)C)C3)N1C